BrC=1C(=C(C=C(C1O)F)C(C)=O)O 1-(3-Bromo-5-fluoro-2,4-dihydroxyphenyl)ethan-1-one